tert-butyl ((1R)-(2-oxo-2,3-dihydro-1H-pyrido[2,3-b][1,4]thiazin-3-yl) (phenyl)methyl)carbamate O=C1NC2=C(SC1[C@@H](C1=CC=CC=C1)NC(OC(C)(C)C)=O)N=CC=C2